C(#N)C1(CCC(CC1)C(=O)OCCN(CC)CC)C1=CC(=C(C=C1)OC)OC1CCCC1 2-diethylaminoethyl 4-cyano-4-(3-cyclopentyloxy-4-methoxy-phenyl)-cyclohexanecarboxylate